(R)-benzyl 3-oxohexahydroimidazo[1,5-a]pyrazine-7(1H)-carboxylate O=C1NC[C@H]2N1CCN(C2)C(=O)OCC2=CC=CC=C2